2-(4-(6-((1-(2,2-difluoroethyl)-1H-indazol-6-yl)methoxy)pyridin-2-yl)-2,5-difluorobenzyl)-1-((oxetan-2-yl)methyl)-3-oxo-2,3-dihydro-1H-indazole-6-carboxylic acid FC(CN1N=CC2=CC=C(C=C12)COC1=CC=CC(=N1)C1=CC(=C(CN2N(C3=CC(=CC=C3C2=O)C(=O)O)CC2OCC2)C=C1F)F)F